N-[1-(cyclopropylmethyl)imidazol-4-yl]-4-methyl-3-[2-(3-pyridyl)ethynyl]benzamide C1(CC1)CN1C=NC(=C1)NC(C1=CC(=C(C=C1)C)C#CC=1C=NC=CC1)=O